COC1=C(CNC=2N=C(C3=C(N2)C=C(C=N3)C=3C=NC(=CC3)CN3CCCC3)NC(CO)(CCCC)C)C=CC(=C1)OC 2-((2-((2,4-Dimethoxybenzyl)amino)-7-(6-(pyrrolidin-1-ylmethyl)pyridin-3-yl)pyrido[3,2-d]pyrimidin-4-yl)amino)-2-methylhexan-1-ol